2-chloro-N-(3-(((5-(((((3R,4R)-3-hydroxypiperidin-4-yl)methyl))amino)-3-isopropylpyrazolo[1,5-a]pyrimidin-7-yl)amino)methyl)phenyl)acetamide ClCC(=O)NC1=CC(=CC=C1)CNC1=CC(=NC=2N1N=CC2C(C)C)NC[C@@H]2[C@H](CNCC2)O